2,9-dichloronaphtho[2,1-b:6,5-b']bis-benzofuran ClC1=CC2=C(C3=C(O2)C=CC2=C3C=CC=3OC4=C(C32)C=CC(=C4)Cl)C=C1